(3R,8S,9Z)-hexadeca-1,9-diene-4,6-diyne-3,8-diol C=C[C@H](C#CC#C[C@H](\C=C/CCCCCC)O)O